C(#N)C1=CNC2=C(C=CC(=C12)C)NS(=O)(=O)C=1C=NN(C1)CC1(COC1)F N-(3-cyano-4-methyl-1H-indol-7-yl)-1-[(3-fluorooxetan-3-yl)methyl]pyrazole-4-sulfonamide